1-(2-fluoro-5-(trifluoromethoxy)phenyl)-3-(3-hydroxy-3-methylbutan-2-yl)-N-(4-methyl-1,1-dioxidotetrahydro-2H-thiopyran-4-yl)-2-oxo-2,3-dihydro-1H-benzo[d]imidazole-5-carboxamide FC1=C(C=C(C=C1)OC(F)(F)F)N1C(N(C2=C1C=CC(=C2)C(=O)NC2(CCS(CC2)(=O)=O)C)C(C)C(C)(C)O)=O